(dibenzoselenophenyl)terphenyl C1(=CC=CC=2[Se]C3=C(C21)C=CC=C3)C3=C(C=CC=C3)C=3C(=CC=CC3)C3=CC=CC=C3